S1C(=CC=C1)S(=O)(=O)NC12CC(C1)(C2)Cl N-2-thiophenesulfonyl-3-chlorobicyclo[1.1.1]pentylamine